Dimethyl-(3-sulfopropyl)ammonium hydroxide [OH-].C[NH+](CCCS(=O)(=O)O)C